ethenoadenine C1=CN2C=NC3=C(C2=N1)NC=N3